6-bromo-3,3,8-trifluoro-2,3,4,9-tetrahydro-1H-carbazole BrC=1C=C2C=3CC(CCC3NC2=C(C1)F)(F)F